ClC=1C2=C(C3=C(N(C(NC3=O)=O)C=3C(=NC=CC3C)C(C)C)N1)CCC2 6-chloro-4-(2-isopropyl-4-methylpyridin-3-yl)-4,7,8,9-tetrahydro-1H-cyclopenta[4,5]pyrido[2,3-d]pyrimidine-1,3(2H)-dione